COC=1C=CC=2C3=C(C=NC2N1)COC(N3C3CCC(CCC3)NS(=O)(=O)N)=O (N-(4-(8-methoxy-2-oxo-2H-[1,3]oxazino[5,4-c][1,8]naphthyridine-1(4H)-yl)cycloheptyl)sulfamoyl)amine